C(C)N1N=C(C=C1NC(C[C@H](C(=O)N[C@H]1C2=C(CN3N(C1=O)CCC3)C=CC=C2)C)=O)C=2C=NC(=CC2)C(F)(F)F (R)-N4-(1-Ethyl-3-(6-(trifluoromethyl)pyridin-3-yl)-1H-pyrazol-5-yl)-2-methyl-N1-((S)-11-oxo-2,3,10,11-tetrahydro-1H,5H-benzo[d]pyrazolo[1,2-a][1,2]diazepin-10-yl)succinamid